C(C)(=O)OCCC1CCC(CC1)N 4-(2-acetoxyethyl)cyclohexane-1-amine